C1(CC1)C1=CC(=NN1)NC1=NC(=NC=C1)N(C)C1CC2(CN(C2)CC2=C(C=CC=C2)F)C1 N4-(5-Cyclopropyl-1H-pyrazol-3-yl)-N2-(2-(2-fluorobenzyl)-2-azaspiro[3.3]heptan-6-yl)-N2-methylpyrimidine-2,4-diamine